O.O.O.O.[O-]B1OO1 3-oxidodioxaborirane tetrahydrate